CC1(CC1)CBr methyl-(bromomethyl)cyclopropane